CN(C(C1=CC=CC=C1)=O)C1=CC=C(C=C1)Cl N-methyl-N-(4-chlorophenyl)benzamide